O(CC1=C(C=CC=C1)OCC)CC1=C(C=CC=C1)OCC 4'-(oxybis(methylene))bis(ethoxybenzene)